CN(C(=O)[C@@H]1C[C@@H](CN1)SC1=C(N2C(CC2C1C)=O)C(=O)O)C 3-((3S,5S)-5-(dimethylcarbamoyl)pyrrolidin-3-ylthio)-4-methyl-7-oxo-1-azabicyclo[3.2.0]hept-2-ene-2-carboxylic acid